C1C(\C=C/CC)C(=O)OC1=O cis-3-hexene-1,2-dicarboxylic acid anhydride